C(C)(C)C1C2(C1)C1=C(C(NC2)=O)C=NN1 Isopropylspiro[5,6-dihydropyrazolo[4,3-c]pyridine-7,1'-cyclopropane]-4-one